1-(6,7-difluoro-quinolin-3-yl)-ethanone FC=1C=C2C=C(C=NC2=CC1F)C(C)=O